[N+](=O)([O-])C1=C(C=CC(=C1)C(=O)[O-])C(=O)[O-] 2-nitrobenzene-1,4-dicarboxylate